tert-butyl-methyl-(2-(methylamino)ethyl)carbamic acid C(C)(C)(C)CN(C(O)=O)CCNC